(3S,6R,7R)-6-chloro-N-(2,4-difluorobenzyl)-12-hydroxy-3-methyl-1,11-dioxo-1,6,7,11-tetrahydro-3H-2,7-methanopyrido[1,2-a][1,4]diazonine-10-carboxamide Cl[C@@H]1C=C[C@@H](N2C(C=3N([C@@H]1C2)C=C(C(C3O)=O)C(=O)NCC3=C(C=C(C=C3)F)F)=O)C